3-(5-(7H-pyrrolo[2,3-d]pyrimidin-4-yl)pyridin-2-yl)-6-((6-methylpyridin-2-yl)methyl)-3,6-diazabicyclo[3.1.1]heptane N1=CN=C(C2=C1NC=C2)C=2C=CC(=NC2)N2CC1N(C(C2)C1)CC1=NC(=CC=C1)C